1H-benzotriazol-1-yloxytripyrrolidinophosphoric acid N1(N=NC2=C1C=CC=C2)OC2N(CCC2)OP(ON2CCCC2)(ON2CCCC2)=O